C(#N)BOCC ethyl cyanoborinate